N-(2-((7H-pyrrolo[2,3-d]pyrimidin-4-yl)amino)ethyl)-2,3,4,5,6-pentafluoro-N-methylbenzenesulfonamide N1=CN=C(C2=C1NC=C2)NCCN(S(=O)(=O)C2=C(C(=C(C(=C2F)F)F)F)F)C